2-methyl-1,1-bis(4-hydroxyphenyl)propane CC(C(C1=CC=C(C=C1)O)C1=CC=C(C=C1)O)C